(S)-2-amino-3-(4-bromophenyl)propionic acid N[C@H](C(=O)O)CC1=CC=C(C=C1)Br